4-Chloro-2-((trimethylsilyl)ethynyl)phenol ClC1=CC(=C(C=C1)O)C#C[Si](C)(C)C